C[C@@]1([C@@H]2[C@@H]3C[C@@H]4C[C@]2(C[C@@]4(O3)CO)C=CC1=O)CCC(=O)NC5=C(C=CC(=C5O)C(=O)OC)O The molecule is a polycyclic cage compound isolated from Streptomyces platensis. It has a role as a bacterial metabolite. It is a cyclic ether, a cyclic ketone, a polycyclic cage, a member of resorcinols, a primary alcohol, a benzoate ester, an aromatic amide and a monocarboxylic acid amide. It derives from a platensimycin.